C(C)OC1=C(C(=O)NC2=C3C(N(CC3=CC=C2)[C@H]2CN3CCC2CC3)=O)C=CC=C1 |r| (R and S)-2-Ethoxy-N-(3-oxo-2-(quinuclidin-3-yl)isoindolin-4-yl)benzamide